(E)-3-(2,5-Dimethoxyphenyl)-1-(5-isopropyl-2,4-bis((4-methoxybenzyl)oxy)phenyl)prop-2-en-1-one COC1=C(C=C(C=C1)OC)/C=C/C(=O)C1=C(C=C(C(=C1)C(C)C)OCC1=CC=C(C=C1)OC)OCC1=CC=C(C=C1)OC